tert-butyl (1R,5S)-3-(7-chloro-8-fluoro-2-((2-methylenetetrahydro-1H-pyrrolizin-7a(5H)-yl)methoxy)pyrido[4,3-d]pyrimidin-4-yl)-3,8-diazabicyclo[3.2.1]octane-8-carboxylate ClC1=C(C=2N=C(N=C(C2C=N1)N1C[C@H]2CC[C@@H](C1)N2C(=O)OC(C)(C)C)OCC21CCCN1CC(C2)=C)F